N2-(7-methoxy-1H-indazol-4-yl)-N4-methyl-5-(trifluoromethyl)pyrimidine-2,4-diamine COC=1C=CC(=C2C=NNC12)NC1=NC=C(C(=N1)NC)C(F)(F)F